tert-butyl (N-(1-(4-(4-oxo-3,4-dihydrophthalazin-1-yl)phenyl)ethyl)sulfamoyl)carbamate O=C1NN=C(C2=CC=CC=C12)C1=CC=C(C=C1)C(C)NS(=O)(=O)NC(OC(C)(C)C)=O